C(C)OC(=O)N(NC(=O)OCC)C1=CC=C(C=C1)C 1-(p-tolyl)hydrazine-1,2-dicarboxylic acid diethyl ester